5-(8-((1R,2R)-2-phenylcyclopropyl)imidazo[1,2-b]pyridazin-6-yl)pyrimidine-2,4(1H,3H)-dione C1(=CC=CC=C1)[C@H]1[C@@H](C1)C=1C=2N(N=C(C1)C=1C(NC(NC1)=O)=O)C=CN2